O1C(OCCC1)CCC(C1=CN(C(C(=C1)C(F)(F)F)=O)CC1=CC=C(C=C1)OC)NS(=O)C(C)(C)C N-(3-(1,3-dioxan-2-yl)-1-(1-(4-methoxybenzyl)-6-oxo-5-(trifluoromethyl)-1,6-dihydropyridin-3-yl)propyl)-2-methyl-propane-2-sulfinamide